C(C(C)C)OC(C=C)=O i-Butylacrylat